ClC=1C(=C(C(=CC1)N1N=NC(=C1)Cl)C1=CC(NC=N1)=O)F 6-(3-chloro-6-(4-chloro-1H-1,2,3-triazol-1-yl)-2-fluorophenyl)pyrimidin-4(3H)one